1-(5,6-dimethoxypyridine-3-yl)pyrazolo[1,5-A]pyridine COC=1C=C(C=NC1OC)N1CC=C2N1C=CC=C2